3-(5-amino-2H-pyrazol-3-yl)cyclopentyl piperidine-1-carboxylate N1(CCCCC1)C(=O)OC1CC(CC1)C=1NN=C(C1)N